CC1=NN(C(=C1CCC(=O)N1CCN(CC1)CC1=NC=CC=C1)C)C=1C=CC=2N(N1)C(=NN2)C 3-(3,5-dimethyl-1-(3-methyl-[1,2,4]triazolo[4,3-b]pyridazin-6-yl)-1H-pyrazol-4-yl)-1-(4-((pyridin-2-yl)methyl)piperazin-1-yl)propan-1-one